CC1=CN(N=C1C)N1N([NH2+]C(=N1)C1=CC(=CC=C1)OCC(=O)O)C1=CC=C(C=C1)S(=O)(=O)O 3-(4,5-dimethyldiazol-2-yl)-5-(3-carboxymethoxyphenyl)-2-(4-sulfophenyl)-2H-tetrazolium